6-bromo-8-methyl-[1,2,4]triazolo[1,5-a]pyridine diethyl-Allylphosphonate C(C)OP(OCC)(=O)CC=C.BrC=1C=C(C=2N(C1)N=CN2)C